C(C)N1C=C(C=2C1=NC(=CC2)OC2CCC1(CNC1)CC2)F 7-((1-Ethyl-3-fluoro-1H-pyrrolo[2,3-b]pyridin-6-yl)oxy)-2-azaspiro[3.5]nonan